C(#N)C1=C(C=C(C=C1)C=C(C)C)C=1CN(CC1)C(=O)OC(C)(C)C tert-butyl 3-[2-cyano-5-(2-methylprop-1-enyl)phenyl]-2,5-dihydropyrrole-1-carboxylate